FC1=C(C=C(C=C1)F)C(\C(=C/N(C)C)\C)=O Z-1-(2,5-Difluorophenyl)-3-(dimethyl-amino)-2-methylprop-2-en-1-one